FC1=CC=C(C=C1)C([C@H]1CN2C(C=3N1N=CC(C3O)=O)=NC=C2Br)C2=CC=C(C=C2)F (S)-6-(bis(4-fluorophenyl)methyl)-3-bromo-11-hydroxy-5,6-dihydro-10H-imidazo[2',1':3,4]pyrazino[1,2-b]pyridazin-10-one